sodium N,N-bis(carboxylatomethyl)-L-glutamate C(=O)([O-])CN([C@@H](CCC(=O)[O-])C(=O)[O-])CC(=O)[O-].[Na+].[Na+].[Na+].[Na+]